FC=1C=C(C=CC1)C1CO1 (3-fluorophenyl)-ethylene oxide